CCC(CC)N1N=CC(=C1)C=1C=2N(C=C(N1)C=1C=NN(C1)C[C@@H](CN1CCCC1)O)N=CC2 (R)-1-(4-(4-(1-(pentan-3-yl)-1H-pyrazol-4-yl)pyrazolo[1,5-a]pyrazin-6-yl)-1H-pyrazol-1-yl)-3-(pyrrolidin-1-yl)propan-2-ol